(2S)-2-(tert-butoxycarbonylamino)-3-phenyl-propanoic acid C(C)(C)(C)OC(=O)N[C@H](C(=O)O)CC1=CC=CC=C1